(R)-1-((S)-tetrahydrofuran-2-yl)-2-(p-tolyl)-1,2,3,4-tetrahydroisoquinoline O1[C@@H](CCC1)[C@@H]1N(CCC2=CC=CC=C12)C1=CC=C(C=C1)C